2-(2,6-dioxopiperidin-3-yl)-4-(((1-(1-(3-hydroxy-3-methylbutanoyl)piperidin-4-yl)-1H-pyrazol-4-yl)methyl)amino)isoindoline-1,3-dione O=C1NC(CCC1N1C(C2=CC=CC(=C2C1=O)NCC=1C=NN(C1)C1CCN(CC1)C(CC(C)(C)O)=O)=O)=O